3-(6-chloropyridin-2-yl)imidazo[1,2-a]pyrazine-6-carboxylic acid methyl ester COC(=O)C=1N=CC=2N(C1)C(=CN2)C2=NC(=CC=C2)Cl